BrC1=CC=C(C=C1)C=1N=C(NC1C(=O)OCC)C1CCCC1 ethyl 4-(4-bromophenyl)-2-cyclopentyl-1H-imidazole-5-carboxylate